F[Sb-](F)(F)(F)(F)F.C[SH+]CC1=C(C=CC=C1)C methyl-(2-methylbenzyl)sulfonium hexafluoroantimonate